3,4-dihydro-1H-quinoxalin-2-one N1C(CNC2=CC=CC=C12)=O